NC1=NC=C(C2=C1C(=C(N2C)C2=CC=C(C=C2)NC(C=C)=O)C2=CC=C(C=C2)OC2=NC=C(C(=N2)C(F)F)F)C#N N-(4-(4-amino-7-cyano-3-(4-((4-(difluoromethyl)-5-fluoropyrimidin-2-yl)oxy)phenyl)-1-methyl-1H-pyrrolo[3,2-c]pyridin-2-yl)phenyl)acrylamide